C(C)(C)(C)OC(=O)N1[C@@H](C[C@H](C1)N=[N+]=[N-])COS(=O)(=O)C (2s,4r)-4-azido-2-(((methylsulfonyl)oxy)methyl)pyrrolidine-1-carboxylic acid tert-butyl ester